N1C(COCC1)CNC1=NC=2C(=NC=C(N2)SC=2C(=NC=CC2)C(F)(F)F)N1 N-(morpholin-3-ylmethyl)-5-((2-(trifluoromethyl)pyridin-3-yl)thio)-1H-imidazo[4,5-b]pyrazin-2-amine